4-(4-(4-(3-bromopropyloxy)phenyl)-piperidin-1-yl)-2-(trifluoromethyl)benzonitrile BrCCCOC1=CC=C(C=C1)C1CCN(CC1)C1=CC(=C(C#N)C=C1)C(F)(F)F